1-[3-(2-methyl-1,2,4-triazol-3-yl)phenyl]-6-oxo-pyridine-3-carboxamide CN1N=CN=C1C=1C=C(C=CC1)N1C=C(C=CC1=O)C(=O)N